C(C)(=O)O[C@@]1([C@H](OC2=CC(=CC(=C2C1=O)O)O)C1=CC=C(C=C1)OC)O (2R,3R)-3-acetoxy-5,7,3-trihydroxy-4'-methoxyflavanone